COC1=C(C=CC(=N1)C1=CC=CC2=C1OC(CO2)CNC(=O)C2CCOCC2)NC2=CC=C(C=C2)CNCC2=NC=CC=C2 Tetrahydropyran-4-carboxylic acid {8-[6-methoxy-5-(4-{[(pyridin-2-ylmethyl)-amino]-methyl}-phenylamino)-pyridin-2-yl]-2,3-dihydro-benzo[1,4]dioxin-2-ylmethyl}-amide